3-ethyl-4-methyl-2-pentanone C(C)C(C(C)=O)C(C)C